FC(OC1=CC=C(OC=2C(=NC=CN2)N2CCN(CC2)C(C=C)=O)C=C1)(F)F Rel-(4-(3-(4-(trifluoromethoxy)phenoxy)pyrazin-2-yl)piperazin-1-yl)prop-2-en-1-one